N1CCC(CC1)C1CCN(CC1)C1=CC=C(NC2C(NC(CC2)=O)=O)C=C1 3-[4-[4-(4-piperidinyl)-1-piperidinyl]anilino]piperidine-2,6-dione